O=C(C(=O)OCC)NCC(C1=CC(=CC=C1)C(F)(F)F)=O ethyl 2-oxo-2-((2-oxo-2-(3-(trifluoromethyl)phenyl)ethyl)amino)acetate